(S)-5-fluoro-3-({2-fluoro-3-[(methylsulfamoyl)amino]phenyl}methyl)-4-methyl-7-(pyridazin-3-yloxy)-3,4-dihydro-2H-1,3-benzoxazin-2-one FC1=CC(=CC2=C1[C@@H](N(C(O2)=O)CC2=C(C(=CC=C2)NS(NC)(=O)=O)F)C)OC=2N=NC=CC2